4-((2-(azetidin-1-ylmethyl)-3-fluorobenzyl)amino)-2,6-difluoro-N-(thiazol-4-yl)benzenesulfonamide N1(CCC1)CC1=C(CNC2=CC(=C(C(=C2)F)S(=O)(=O)NC=2N=CSC2)F)C=CC=C1F